Cl.N1=CC=CC2=CC(=CC=C12)N1N=CN=C1CN 1-[1-(quinolin-6-yl)-1H-1,2,4-triazol-5-yl]methanamine hydrochloride